1-(3-methyltetrahydrofuran-3-yl)pyrrole-3-carboxylic acid CC1(COCC1)N1C=C(C=C1)C(=O)O